C(C(O)C)(=O)NCCO N-lactoylethanolamine